CC1=CC=C(C=C1)S(=O)(=O)OC1CC(C1)COCC1=CC=CC=C1 3-((benzyloxy)methyl)cyclobutyl 4-methylbenzenesulfonate